C(CC)OC1=CC2=CC=C(C=C2C=C1)OCCC 2,6-dipropoxynaphthalene